succinimidyl N-(alpha-maleimidoacetate) C1(C=CC(N1CC(=O)ON1C(CCC1=O)=O)=O)=O